C(C)(C)(C)OC(=O)N1[C@@H]2[C@@H]([C@@H](C[C@H]1CCC2)SC(C)=O)F |r| Rac-(1s,2s,3r,5r)-3-(acetylthio)-2-fluoro-9-azabicyclo[3.3.1]nonane-9-carboxylic acid tert-butyl ester